C(C)C1=C(C=CC=C1)NC(C(=O)NC1=C(C=CC=C1)OCC)=O N-(2-ethylphenyl)-N'-(2-ethoxyphenyl)ethanediamide